4-(4-(2-(quinolin-2-ylamino)pyrimidin-4-yl)-4,5,6,7-tetrahydropyrazolo[1,5-a]pyrimidin-2-yl)-2-(thiazol-2-yl)but-3-yn-2-ol N1=C(C=CC2=CC=CC=C12)NC1=NC=CC(=N1)N1C=2N(CCC1)N=C(C2)C#CC(C)(O)C=2SC=CN2